FC(C(C)N1N=CN=C1C(=O)[O-])F.[Li+] Lithium 1-(1,1-difluoropropan-2-yl)-1H-1,2,4-triazole-5-carboxylate